C1(CCCC1)N1N=NC2=C1C=CC(=C2)C2=NC(=NO2)C2=CC=C(C1=CC=CC=C21)OC cyclopentyl-5-[3-(4-methoxynaphthalen-1-yl)-1,2,4-oxadiazol-5-yl]-1H-1,2,3-benzotriazole